(3R,7S)-9-(1-(6-Chloropyridin-3-yl)ethyl)-2-(3,4-dichlorobenzoyl)-N,3-dimethyl-10-oxo-1,2,3,4,7,8,9,10-octahydropyrido[4',3':3,4]pyrazolo[1,5-a]pyrazine-7-carboxamide ClC1=CC=C(C=N1)C(C)N1C(C=2N([C@@H](C1)C(=O)NC)N=C1C2CN([C@@H](C1)C)C(C1=CC(=C(C=C1)Cl)Cl)=O)=O